5-(1H-imidazol-1-yl)-N-((1r,4r)-4-((2,2,2-trifluoroethyl)amino)cyclohexyl)thieno[2,3-c]pyridine-7-carboxamide N1(C=NC=C1)C=1C=C2C(=C(N1)C(=O)NC1CCC(CC1)NCC(F)(F)F)SC=C2